[2-[[4-[4-[tert-butoxycarbonyl(cyclopropyl)amino]-1-piperidyl]-2-methyl-indazole-7-carbonyl]-amino]-6-methyl-imidazo[1,2-a]pyrazin-8-yl]methyl methanesulfonate CS(=O)(=O)OCC=1C=2N(C=C(N1)C)C=C(N2)NC(=O)C2=CC=C(C1=CN(N=C21)C)N2CCC(CC2)N(C2CC2)C(=O)OC(C)(C)C